C([C@@H]1[C@H]([C@@H]([C@H]([C@@H](O1)O)O)O)O[C@H]2[C@@H]([C@H](C(=O)[C@H](O2)CO)O)O)O The molecule is a beta-D-glucan consisting of (1->4)-beta-D-glucan in which the residue at the non-reducing end has undergone formal dehyderogenation resulting on conversion of the hydroxy group at position 4 to the corresponding ketone.